potassium monophosphate P(=O)([O-])([O-])[O-].[K+].[K+].[K+]